6-amino-1-methyl-1H-benzo[d]imidazole-5-carbaldehyde NC=1C(=CC2=C(N(C=N2)C)C1)C=O